IC1=C2CCN(CC2=CC=C1NCC=C(C)C)C(=O)[O-] 5-Iodo-6-((3-methylbut-2-en-1-yl)amino)-3,4-dihydroisoquinoline-2(1H)-carboxylate